(3S,4R)-1-{4-[(8-{3-[(azetidine-3-sulfonyl)methyl]azetidin-1-yl}-5-(propan-2-yl)isoquinolin-3-yl)amino]pyrimidin-2-yl}-3-fluoro-3-methyl-piperidin-4-ol N1CC(C1)S(=O)(=O)CC1CN(C1)C=1C=CC(=C2C=C(N=CC12)NC1=NC(=NC=C1)N1C[C@]([C@@H](CC1)O)(C)F)C(C)C